xylenesulfonic acid CC1=CC(=C(C=C1)S(=O)(=O)O)C